ClC=1C=CC(=NC1)C1=C(C(=NC=C1)C1CCC(CC1)(F)F)NC(=O)C=1C=NC(=NC1)C(C)C N-(5-chloro-2'-(4,4-difluorocyclohexyl)-[2,4'-bipyridin]-3'-yl)-2-isopropylpyrimidine-5-carboxamide